BrC1=C(N=C2N(C1=O)C=CS2)N[C@@H]2C[C@@H](CN(C2)C)C2=CC=C(OCCN1CCN(CC1)C(=O)OC(C)(C)C)C=C2 tert-Butyl 4-[2-[4-[(3R,5R)-5-[(6-bromo-5-oxo-thiazolo[3,2-a]pyrimidin-7-yl)amino]-1-methyl-3-piperidyl]phenoxy]ethyl]piperazine-1-carboxylate